C(C1=CC=CC=C1)N1CCC2(CN(C([C@H](O2)C)=O)CC)CC1 (R)-9-Benzyl-4-ethyl-2-methyl-1-oxa-4,9-diazaspiro[5.5]undecan-3-on